O=C1N(CC2=CC(=CC=C12)C1CCN(CC1)CC1=CC(=NN1)C1=NC=CC=C1)C1C(NC(CC1)=O)=O 3-(1-oxo-5-(1-((3-(pyridin-2-yl)-1H-pyrazol-5-yl)methyl)piperidin-4-yl)isoindolin-2-yl)piperidine-2,6-dione